2-Bromo-6-chloro-3-nitropyridine BrC1=NC(=CC=C1[N+](=O)[O-])Cl